BrC1=C2C=CC=NC2=CC(=C1)NC(OC(C)(C)C)=O tert-butyl (5-bromoquinolin-7-yl)carbamate